tert-butyl methyl(1-methyl-4-oxocyclohexyl)carbamate CN(C(OC(C)(C)C)=O)C1(CCC(CC1)=O)C